C(=O)C1CCC(CC1)C=1SC2=C(N1)C=C(C(=C2)NC(=O)C=2C=NN1C2N=C(C=C1)N1[C@H]2CO[C@@H](C1)C2)C(C)(C)O N-[2-(4-formylcyclohexyl)-5-(1-hydroxy-1-methyl-ethyl)-1,3-benzothiazol-6-yl]-5-[(1R,4R)-2-oxa-5-azabicyclo[2.2.1]heptan-5-yl]pyrazolo[1,5-a]pyrimidine-3-carboxamide